5-methylsulfanyl-4-oxo-1-[4-(trifluoromethoxy)phenyl]cinnoline-3-carboxylic acid CSC1=C2C(C(=NN(C2=CC=C1)C1=CC=C(C=C1)OC(F)(F)F)C(=O)O)=O